2-[[(4R,6R)-6-(2,4-dioxopyrimidin-1-yl)-7-hydroxyl-2,5-dioxabicyclo[2.2.1]heptan-4-yl]methoxy]isoindoline-1,3-dione O=C1N(C=CC(N1)=O)[C@@H]1O[C@]2(COC1C2O)CON2C(C1=CC=CC=C1C2=O)=O